FC(S(=O)(=O)OC1=CC(CC1)CNC(=O)OC(C)(C)C)(F)F 3-(((tert-butoxycarbonyl)amino)methyl)cyclopent-1-en-1-yl trifluoromethanesulfonate